C(C)(C)(C)OC(=O)N[C@@H](CCC(=O)OCCCC)C(=O)OC1CCCCC1 5-butyl 1-cyclohexyl (tert-butoxycarbonyl)-L-glutamate